tetrahydro-furan-3,4-diacetate O1CC(C(C1)CC(=O)[O-])CC(=O)[O-]